N-(2-(2-amino-6-(ethylamino)-9H-purin-9-yl)ethyl)-1-ethyl-3-methyl-1H-pyrazole-5-carboxamide NC1=NC(=C2N=CN(C2=N1)CCNC(=O)C1=CC(=NN1CC)C)NCC